tert-butyl-3-(7-chloro-1,6-naphthyridin-5-yl)-3,8-diazabicyclo[3.2.1]octane-8-carboxylate C(C)(C)(C)OC(=O)N1C2CN(CC1CC2)C2=C1C=CC=NC1=CC(=N2)Cl